tert-butyl (1R,5S)-8-(7-bromo-6,8-difluoro-2-(((2R,7aS)-2-fluorotetrahydro-1H-pyrrolizin-7a(5H)-yl)methoxy)quinazolin-4-yl)-3,8-diazabicyclo[3.2.1]octane-3-carboxylate BrC1=C(C=C2C(=NC(=NC2=C1F)OC[C@]12CCCN2C[C@@H](C1)F)N1[C@H]2CN(C[C@@H]1CC2)C(=O)OC(C)(C)C)F